BrC1=CC=C2C(=CN(C2=C1)CC(CN(C(OC(C)(C)C)=O)C)(C)C)C#N tert-butyl (3-(6-bromo-3-cyano-1H-indol-1-yl)-2,2-dimethylpropyl)(methyl)carbamate